O[C@H](CO)C=1C(=CC(=C2C=CC=NC12)C1=CC=C(C=C1)OC(F)(F)F)CNC(C=C)=O (S)-N-((8-(1,2-dihydroxyethyl)-5-(4-(trifluoromethoxy)phenyl)quinolin-7-yl)methyl)acrylamide